(2s,5r)-5-[2-(benzyloxy)-2-oxoethyl]pyrrolidine-2-carboxylic acid methyl ester hydrochloride Cl.COC(=O)[C@H]1N[C@H](CC1)CC(=O)OCC1=CC=CC=C1